(4aR,8aS)-6-[3-[2-(4-Methylsulfonylphenyl)ethynyl]azetidine-1-carbonyl]-4,4a,5,7,8,8a-hexahydropyrido[4,3-b][1,4]oxazin-3-one CS(=O)(=O)C1=CC=C(C=C1)C#CC1CN(C1)C(=O)N1C[C@@H]2[C@@H](OCC(N2)=O)CC1